CC(CCCCCCCCC(=O)OCCCCCCCNCCCCO)C 7-(4-hydroxybutylamino)heptyl 10-methylundecanoate